N-(4-chlorophenyl)-N-methyl-6-(4-(trifluoromethyl)phenyl)pyrazine-2-carboxamide ClC1=CC=C(C=C1)N(C(=O)C1=NC(=CN=C1)C1=CC=C(C=C1)C(F)(F)F)C